BrC=1C=CC(=C2C=3CC(CCC3NC12)NC(=O)NC1=CC(=C(C=C1)Cl)C(F)(F)F)C(=O)N1CCOCC1 8-bromo-(5-(morpholine-4-carbonyl)-2,3,4,9-tetrahydro-1H-carbazol-3-yl)-3-(4-chloro-3-trifluoromethylphenyl)urea